(R)-4-((1-(3-(1,1-difluoroethyl)-2-fluorophenyl)ethyl)amino)-N,N,2-trimethyl-7-(pyrrolidin-1-yl)pyrido[2,3-d]pyrimidine-6-carboxamide FC(C)(F)C=1C(=C(C=CC1)[C@@H](C)NC=1C2=C(N=C(N1)C)N=C(C(=C2)C(=O)N(C)C)N2CCCC2)F